ClC=1C=C(C=CC1C#N)N(C1CCC(CC1)NC(=O)C1=CC=C(N=N1)N1CCC(CC1)CCCCCC(=O)O)C 6-(1-(6-(((1r,4r)-4-((3-chloro-4-cyanophenyl)(methyl)amino)cyclohexyl)carbamoyl)pyridazin-3-yl)piperidin-4-yl)hexanoic acid